F[C@H]1C[C@H]2CC(CN2C1)=C (2s,7ar)-2-fluoro-6-methylenetetrahydro-1H-pyrrolizine